C(C)C1=CC2=C(C(C=3NC4=CC(=CC=C4C3C2=O)C#C)(C)C)C=C1C1CCNCC1 9-ethyl-3-ethynyl-6,6-dimethyl-8-(piperidin-4-yl)-5,6-dihydro-11H-benzo[b]carbazol-11-one